(S)-N-(chroman-4-yl)-2-(1-ethylpiperidin-4-yl)-7-methylbenzo[d]thiazole-6-carboxamide O1CC[C@@H](C2=CC=CC=C12)NC(=O)C1=C(C2=C(N=C(S2)C2CCN(CC2)CC)C=C1)C